N-(5-(4-(4-Aminoimidazo[2,1-f][1,2,4]triazin-7-yl)-1H-pyrazol-1-yl)-2-Fluoro-4-methylphenyl)-3-(trifluoromethoxy)pyrrolidine-1-carboxamide NC1=NC=NN2C1=NC=C2C=2C=NN(C2)C=2C(=CC(=C(C2)NC(=O)N2CC(CC2)OC(F)(F)F)F)C